N-[2-[3-(2,4-dimethyl-1,3-thiazol-5-yl)-6-oxopyridazin-1-yl]ethyl]furan-2-carboxamide methyl-6-(4-pyridyloxy)-1H-indazole-3-carboxylate COC(=O)C1=NNC2=CC(=CC=C12)OC1=CC=NC=C1.CC=1SC(=C(N1)C)C1=NN(C(C=C1)=O)CCNC(=O)C=1OC=CC1